N-(1-(2-bromophenyl)-3-methyl-1H-pyrazol-5-yl)pyrazolo[1,5-a]pyrimidine-3-carboxamide BrC1=C(C=CC=C1)N1N=C(C=C1NC(=O)C=1C=NN2C1N=CC=C2)C